N-phenyldibenzo[b,d]furan-2-amine C1(=CC=CC=C1)NC1=CC2=C(OC3=C2C=CC=C3)C=C1